C1(CC1)S(=O)(=O)N1N=CC(=C1)C1=NC=CC(=N1)NC1=NC=C(C(=C1)N1CCC(CC1)NC)C#CC1=NN(C=C1)C (1-(cyclopropylsulfonyl)-1H-pyrazol-4-yl)-N-(5-((1-methyl-1H-pyrazol-3-yl)ethynyl)-4-(4-(methylamino)piperidin-1-yl)pyridin-2-yl)pyrimidin-4-amine